C(C=C)(=O)OCCCCS(=O)(=O)O acryloyloxy-butylsulfonic acid